2-((anti)-1-(4-(trifluoromethyl)benzyl)-5-(3-(trifluoromethyl)phenyl)piperidin-3-yl)acetic acid FC(C1=CC=C(CN2CC(CC(C2)C2=CC(=CC=C2)C(F)(F)F)CC(=O)O)C=C1)(F)F